7-(4,4-difluoropiperidin-1-yl)-5-(5-(4-nitro-2-(6-azaspiro[2.5]oct-6-yl)phenyl)-1,3,4-oxadiazol-2-yl)furo[2,3-c]pyridine FC1(CCN(CC1)C=1N=C(C=C2C1OC=C2)C=2OC(=NN2)C2=C(C=C(C=C2)[N+](=O)[O-])N2CCC1(CC1)CC2)F